ClC1=CC=C2C(=CNC2=C1)\C=C\1/NC(N(C1=O)C(C(=O)NCCN(CC)CC)C1=CC=C(C=C1)Cl)=O (Z)-2-(4-((6-chloro-1H-indol-3-yl)methylene)-2,5-dioxoimidazolidin-1-yl)-2-(4-chlorophenyl)-N-(2-(diethylamino)ethyl)acetamide